ClC1=C(O\C(\C(=O)OC)=C/OC)C=C(C=C1)C1=C(C=CC=C1)F methyl (2Z)-2-[2-chloro-5-(2-fluorophenyl)phenoxy]-3-methoxy-2-propenoate